BrC1=C(C(=C(C(=O)O)C(=C1F)OC=1C(=NC=CC1C)C(C)C)F)Cl 4-bromo-3-chloro-2,5-difluoro-6-[(2-isopropyl-4-methylpyridin-3-yl)oxy]benzoic acid